N\C(\C=1C(=CC2=C(NC([C@H](CS2)NC(=O)OC(C)(C)C)=O)C1)F)=N/OC(=O)C1(CC1)C#N 1-cyanocyclopropanecarboxylic acid [(Z)-[amino-[(3R)-3-(tert-butoxycarbonylamino)-8-fluoro-4-oxo-3,5-dihydro-2H-1,5-benzothiazepine-7-Yl] methylene] amino] ester